(3aR,6aR)-5-benzyl-3-methyl-2,3,3a,4,6,6a-hexahydro-1H-pyrrolo[3,4-c]pyrrole C(C1=CC=CC=C1)N1C[C@@H]2[C@H](C1)C(NC2)C